C(#N)C1=CC=C(C(=O)NC2=C(C=CC=C2)C(=C)C)C=C1 4-cyano-N-(2-(prop-1-en-2-yl)phenyl)benzamide